OC[C@@H](C)NC1=NNC2=NC=CC(=C21)OC2=CC=C(C=C2)NC(=O)C=2C(N(N1C2COCC1)C1=CC=CC=C1)=O (R)-N-(4-((3-((1-hydroxyprop-2-yl)amino)-1H-pyrazolo[3,4-b]pyridin-4-yl)oxy)phenyl)-2-oxo-1-phenyl-2,4,6,7-tetrahydro-1H-pyrazolo[5,1-c][1,4]oxazine-3-carboxamide